C(C)O[Si](CCCN(CN(C1=NC(=NC(=N1)N(COCCC)COCCC)N(COCCC)COCCC)COCCC)C)(OCC)OCC N-(5-triethoxysilyl-2-aza-2-methyl-pentyl)-N,N',N',N'',N''-pentakis-propoxymethyl-[1,3,5]triazine-2,4,6-triamine